[N-](S(=O)(=O)C(F)(F)F)S(=O)(=O)C(F)(F)F.C(C)N1CN(C=C1)C 1-ethyl-3-methylimidazole bistrifluoromethanesulfonimide